C1=CCCCCCCCCCCCCC1 CYCLOPENTADECEN